4-chloro-N-(2,4,5-trifluoro-3-(3-morpholinoquinoxaline-6-carbonyl)phenyl)-3-(trifluoromethyl)benzamide ClC1=C(C=C(C(=O)NC2=C(C(=C(C(=C2)F)F)C(=O)C=2C=C3N=C(C=NC3=CC2)N2CCOCC2)F)C=C1)C(F)(F)F